NC=1N=C(C(=NC1C=1C=C2CCNC(C2=CC1)=O)C=1C=CC(=C(C1)[C@H]1N(CCC1)C(=O)OC(C)(C)C)C1CCOCC1)F tert-butyl (S)-2-(5-(5-amino-3-fluoro-6-(1-oxo-1,2,3,4-tetrahydroisoquinolin-6-yl)pyrazin-2-yl)-2-(tetrahydro-2H-pyran-4-yl)phenyl)pyrrolidine-1-carboxylate